4-ethynyl-1-(tetrahydro-2H-pyran-2-yl)-1H-pyrazole C(#C)C=1C=NN(C1)C1OCCCC1